(Z)-S-(2-(N-((4-amino-2-methylpyrimidin-5-yl)methyl)formamido)-5-hydroxypent-2-en-3-yl) 8-fluoronaphthalene-1-carbothioate FC=1C=CC=C2C=CC=C(C12)C(S\C(=C(\C)/N(C=O)CC=1C(=NC(=NC1)C)N)\CCO)=O